C[SiH](N(N(C)C)[SiH](C)C)C 1,1-bis(dimethylsilyl)-2,2-dimethylhydrazine